(S)-3-(3-(1H-imidazol-1-yl)phenyl)-3-(3-(4-hydroxy-1-methyl-2-oxo-1,2-dihydropyridin-3-yl)ureido)propanoic acid N1(C=NC=C1)C=1C=C(C=CC1)[C@H](CC(=O)O)NC(=O)NC=1C(N(C=CC1O)C)=O